[N+](=O)([O-])C1=CC=C(C=C1)CCN 2-(4-nitrophenyl)ethane-1-amine